1,2-diphenylethyl (4-methyl-1-oxo-1-((1-oxo-3-(2-oxopyrrolidin-3-yl)propan-2-yl)amino)pentan-2-yl)carbamate CC(CC(C(NC(C=O)CC1C(NCC1)=O)=O)NC(OC(CC1=CC=CC=C1)C1=CC=CC=C1)=O)C